isopentenyl acrylate C(C=C)(=O)OCCC(=C)C